C(C)(=O)C1=CC(=NNC1=O)CN1C=NC(=C(C1=O)OC=1C=C(C#N)C=C(C1)Cl)C(F)(F)F 3-((1-((5-acetyl-6-oxo-1,6-dihydropyridazin-3-yl)methyl)-6-oxo-4-(trifluoromethyl)-1,6-dihydropyrimidin-5-yl)oxy)-5-chlorobenzonitrile